racemic-(1SR,6RS,7SR)-2-azabicyclo[4.2.0]octane-7-carboxylic acid tert-butyl ester C(C)(C)(C)OC(=O)[C@@H]1[C@H]2CCCN[C@H]2C1 |r|